imino disuccinate potassium salt [K+].C(CCC(=O)[O-])(=O)ONOC(CCC(=O)[O-])=O.[K+]